(S)-(1-(3-(benzyloxy)phenyl)-1-oxopropan-2-yl)carbamic acid benzyl ester C(C1=CC=CC=C1)OC(N[C@H](C(=O)C1=CC(=CC=C1)OCC1=CC=CC=C1)C)=O